ribosyl-ribitol C([C@@H]1[C@H]([C@H](C(O1)C([C@@H]([C@@H]([C@@H](CO)O)O)O)O)O)O)O